C1[C@@H]([C@H]2[C@@H](C3=NC4=C(N=CN=C4N3[C@@H]1O2)N)O)O The molecule is an organic heterotetracyclic compound obtained by intramolecular formation of a C-C bond between positions 8 and 5' of 2'-deoxyadenosine. It has a role as a Mycoplasma genitalium metabolite. It is an organic heterotetracyclic compound, a bridged compound, a N-glycosyl compound, a diol and an aromatic amine. It derives from a 2'-deoxyadenosine.